C(N)(=O)OCCC1=CC=CC=C1 phenethyl alcohol carbamate